1-methyl-N1-((3-(4-methylcyclohexyl)-1H-pyrazol-4-yl)methyl)ethane-1,2-diamine CC(CN)NCC=1C(=NNC1)C1CCC(CC1)C